N1(N=CC=C1)C1=CC=C(COC=2C(C=C(OC2)CN2CC3=CC=CC=C3C2)=O)C=C1 5-((4-(1H-pyrazol-1-yl)benzyl)oxy)-2-(isoindolin-2-ylmethyl)-4H-pyran-4-one